(2R,3S,5R)-3-(3,4-difluoro-2-methoxyphenyl)-5-methyl-N-(1-methyl-6-oxo-1,6-dihydropyridin-3-yl)-5-(trifluoromethyl)tetrahydrothiophene-2-carboxamide FC=1C(=C(C=CC1F)[C@H]1[C@@H](S[C@](C1)(C(F)(F)F)C)C(=O)NC1=CN(C(C=C1)=O)C)OC